BrC1=C(NC(C)C)C=CC(=C1)C 2-bromo-N-isopropyl-4-methylaniline